S(=O)(=O)(OC1=CC=C(C=C1)C(C1=NC=CC=C1)C1=CC=C(C=C1)OCC(=O)O)[O-].[Na+] Sodium 4-((4-(carboxymethoxy)phenyl)(pyridin-2-yl)methyl)phenyl sulfate